NC(C(CCC(=O)OC(C)(C)C)N1C(C2=CC=C(C=C2C1)Br)=O)=O tert-butyl 5-amino-4-(5-bromo-1-oxoisoindolin-2-yl)-5-oxopentanoate